(3-Aminoprop-1-yn-1-yl)-N-(2,6-dioxopiperidin-3-yl)picolinamide NCC#CC=1C(=NC=CC1)C(=O)NC1C(NC(CC1)=O)=O